C(C)(C)(C)OC(N[C@H](CN1N=CC=N1)C)=O (S)-(1-(2H-1,2,3-triazol-2-yl)propan-2-yl)carbamic acid tert-butyl ester